ClC1=CC=C(C=C1)[C@@]1(CN(CC1)CCC(C)C)NS(=O)(=O)C1=CC=C(C=C1)OC(F)(F)F (S)-N-(3-(4-chlorophenyl)-1-isopentylpyrrolidin-3-yl)-4-(trifluoromethoxy)benzenesulfonamide